2,4-bis(2,4,6-trimethylphenyl-imino)pentane CC1=C(C(=CC(=C1)C)C)N=C(C)CC(C)=NC1=C(C=C(C=C1C)C)C